epoxycyclohexyl-propyl-trimethoxysilane C12(C(CCCC1)O2)CO[Si](OC)(OC)CCC